C(#N)C1=CC=C(C(=O)NC2(CCC2)C2=CC=C(C=C2)C=2C=NC(=CC2)C2=NC(=NO2)C)C=C1 4-cyano-N-(1-(4-(6-(3-methyl-1,2,4-oxadiazol-5-yl)pyridin-3-yl)phenyl)cyclobutyl)benzamide